N2-(2-methoxy-4-(1-methyl-1H-tetrazol-5-yl)phenyl)-6-methyl-N8-neopentylpyrido[3,4-d]pyrimidine-2,8-diamine COC1=C(C=CC(=C1)C1=NN=NN1C)NC=1N=CC2=C(N1)C(=NC(=C2)C)NCC(C)(C)C